8-(4-chlorophenyl)-2,3-dimethyl-6-[(2R)-2-(1-methylpyrazol-4-yl)morpholin-4-yl]pyrido[3,4-d]pyrimidin-4-one ClC1=CC=C(C=C1)C1=NC(=CC2=C1N=C(N(C2=O)C)C)N2C[C@H](OCC2)C=2C=NN(C2)C